N-[4-[[1-[3-(2-aminoethoxy)propionyl]-4-piperidinyl]carbamoyl]-3-chloro-phenyl]-5-(2,3-difluoro-4-methoxy-phenyl)-1-methyl-imidazole-2-carboxamide NCCOCCC(=O)N1CCC(CC1)NC(=O)C1=C(C=C(C=C1)NC(=O)C=1N(C(=CN1)C1=C(C(=C(C=C1)OC)F)F)C)Cl